(R)-3-((4'-((S,E)-4-hydroxy-3-(2-((S)-1-hydroxyethyl)-1H-imidazol-1-yl)but-1-en-1-yl)-[1,1'-biphenyl]-4-yl)oxy)propane-1,2-diol OC[C@H](/C=C/C1=CC=C(C=C1)C1=CC=C(C=C1)OC[C@@H](CO)O)N1C(=NC=C1)[C@H](C)O